8-bromo-10-phenoxy-1,2,3,5,6,7-hexahydropyrido[3,2,1-ij]quinoline BrC1=CC(=C2CCCN3C2=C1CCC3)OC3=CC=CC=C3